ethoxypinacol borate B(O)(O)O.C(C)OCC(O)(C)C(C)(C)O